trans-2-(1-(2-methoxyethyl)-1H-pyrazol-4-yl)cyclopropanecarboxylic acid COCCN1N=CC(=C1)[C@H]1[C@@H](C1)C(=O)O